C(#N)[C@H](C[C@H]1C(NCC1)=O)NC(=O)[C@@H]1[C@H]2C([C@H]2CN1C(CN1CC=2N(CC1)N=CC2CC)=O)(C)C (1R,2S,5S)-N-[(1S)-1-cyano-2-[(3S)-2-oxopyrrolidin-3-yl]ethyl]-3-[2-(3-ethyl-6,7-dihydro-4H-pyrazolo[1,5-a]pyrazin-5-yl)acetyl]-6,6-dimethyl-3-azabicyclo[3.1.0]hexane-2-carboxamide